(5-chloro-7-morpholinothieno[3,2-b]pyridin-2-yl)(4-methylpiperazin-1-yl)methanone ClC1=CC(=C2C(=N1)C=C(S2)C(=O)N2CCN(CC2)C)N2CCOCC2